4-aminoethylpyridine NCCC1=CC=NC=C1